C1(=CC=CC=C1)S(=O)(=O)[O-].FC1=CC=C(C=C1)[PH+](C1=CC=CC=C1)C1=CC=C(C=C1)F di(4-fluorophenyl)(phenyl)phosphonium benzenesulfonate